tert-butyl 4-(5-methyl-6-{2-[3-methyl-5-(piperidine-1-sulfonyl)-1H-indol-1-yl]propanamido}pyridin-2-yl)piperazine-1-carboxylate CC=1C=CC(=NC1NC(C(C)N1C=C(C2=CC(=CC=C12)S(=O)(=O)N1CCCCC1)C)=O)N1CCN(CC1)C(=O)OC(C)(C)C